N12CCN(CC1)CC2 (S)-1,4-diazabicyclo[2.2.2]octane